COCOC1=C(C(=O)[O-])C(=C(C=C1C)C)C 2-(methoxymethoxy)-3,5,6-trimethylbenzoate